2,5-diaminoxylene NC1(C(C=C(C=C1)N)C)C